NC1=CC=C(OC=2C=C(C=CC2)C2=CC=C(C=C2)OC2=CC=C(C=C2)N)C=C1 3,4'-bis(4-aminophenoxy)biphenyl